ClC1=C(C=CC=C1Cl)CC#N 2-(2,3-dichlorophenyl)acetonitrile